ClC=1C=C(C=C(C1)Cl)C1=NC(=CC(=C1)CN1CCC(CC1)CNC(=O)NC)OC=1C=NC(=NC1)N1CCN(CC1)CCO 1-((1-((2-(3,5-dichlorophenyl)-6-((2-(4-(2-hydroxyethyl)piperazin-1-yl)pyrimidin-5-yl)oxy)pyridin-4-yl)methyl)piperidin-4-yl)methyl)-3-methylurea